C(CCC)OC(C1=CC(=CC(=C1)OC)S)=O 3-mercapto-5-methoxybenzoic acid butyl ester